FC1=C2C(NC(N(C2=CC=C1)CC1=CC(=C(C=C1)F)C(NCC1=CC=CC=C1)=O)=O)=O 5-fluoro-1-(4-fluoro-3-(benzylcarbamoyl)benzyl)quinazoline-2,4(1h,3h)-dione